3-methyl-2,3-dihydrophenanthren-4(1H)-one CC1CCC=2C=CC3=CC=CC=C3C2C1=O